[Si](C1=CC=CC=C1)(C1=CC=CC=C1)(C(C)(C)C)OC[C@@H]1[C@]([C@@H]2[C@@H](OC(O2)(C)C)O1)(O)C#C[Si](C)(C)C (3aR,5R,6R,6aR)-5-(((tert-butyldiphenylsilyl)oxy)methyl)-2,2-dimethyl-6-((trimethylsilyl)ethynyl)tetrahydrofuro[2,3-d][1,3]dioxol-6-ol